COC1=NC=CC2=C1COC21CN(CCC1)CC1=CN=C(S1)NC(C)=O N-(5-((4-methoxy-3H-spiro[furo[3,4-c]pyridin-1,3'-piperidin]-1'-yl)methyl)thiazol-2-yl)acetamide